NC(N)=NC1=CC=C(C(=O)OC2=CC=C(C=C2)CC(=O)OCC(=O)N(C)C)C=C1 [4-[2-[2-(dimethylamino)-2-oxoethoxy]-2-oxoethyl] phenyl] 4-(diaminomethylideneamino)benzoate